C(C)(C)(C)O[Si](OC(C)=O)(OC(C)=O)OC(C)(C)C Di-tert.-butoxydiacetoxy-silan